sodium isopropylxanthate acetate C(C)(=O)[O-].C(C)(C)OC(=S)S.[Na+]